CC1=NN2C(C(N(C3=C(C=CC=C23)NC(OC(C)(C)C)=O)C)C)=N1 tert-butyl (2,4,5-trimethyl-4,5-dihydro-[1,2,4]triazolo[1,5-a]quinoxalin-6-yl)carbamate